3-(1-fluoro-1-methyl-ethyl)-N-methoxy-N-methyl-bicyclo[1.1.1]pentane-1-carboxamide FC(C)(C)C12CC(C1)(C2)C(=O)N(C)OC